CC1=CC=C(C=C1)C=1N=C2N(C=CN=C2)C1NC1=CC=C(C(=O)N)C=C1 4-[[2-(4-methyl-phenyl)imidazo[1,2-a]pyrazin-3-yl]amino]benzamide